2-(((6-(2-chloro-2'-methyl-3'-((2-methylpyrido[3,2-d]pyrimidin-4-yl)amino)-[1,1'-biphenyl]-3-yl)-2-methoxypyridin-3-yl)methyl)amino)-2-methylpropanoic acid ClC1=C(C=CC=C1C1=CC=C(C(=N1)OC)CNC(C(=O)O)(C)C)C1=C(C(=CC=C1)NC=1C2=C(N=C(N1)C)C=CC=N2)C